(2R,5S)-5-(aminomethyl)-2-[3-(p-tolyl)phenyl]-1,4-thiazepan-3-one NC[C@H]1NC([C@H](SCC1)C1=CC(=CC=C1)C1=CC=C(C=C1)C)=O